4-fluorophenyl-bornanediol FC1=CC=C(C=C1)C1C(C2(CCC1C2(C)C)C)(O)O